N1(C=CC2=CC=CC=C12)CCC(C(C=C)=C)=C 1-(N-indolyl)-3,4-dimethylenehex-5-ene